2-Fluoro-4-((trifluoromethyl)thio)aniline FC1=C(N)C=CC(=C1)SC(F)(F)F